Succinimidyl 6-(3-[2-pyridyldithio]-propionamido)hexanoate N1=C(C=CC=C1)SSCCC(=O)NCCCCCC(=O)ON1C(CCC1=O)=O